(±)-cis-2-aminocycloheptanol hydrochloride Cl.N[C@@H]1[C@@H](CCCCC1)O |r|